CN(C)CC1CN(CCC1(C1=CC(=CC=C1)OC)O)C(=O)N[C@@H](C)C1=CC=CC=C1 3-((dimethylamino)methyl)-4-hydroxy-4-(3-methoxyphenyl)-N-((S)-1-phenylethyl)piperidine-1-carboxamide